(R)-6-(2-(3'-chloro-5'-(trifluoromethoxy)-[1,1'-biphenyl]-3-yl)-2-hydroxyacetyl)-2-(1-(3-chlorophenyl)cyclopropyl)-3,5,6,7,8,9-hexahydro-4H-pyrimido[5,4-c]azepin-4-one ClC=1C=C(C=C(C1)OC(F)(F)F)C1=CC(=CC=C1)[C@H](C(=O)N1CC2=C(CCC1)N=C(NC2=O)C2(CC2)C2=CC(=CC=C2)Cl)O